C(C)(C)SC=1N=NN(N1)CCCC[Si](OCC)(OCC)OCC 5-isopropylthio-2-[4-(triethoxysilyl)butyl]-2H-tetrazole